1-(benzofuro[3,2-d]pyrimidin-4-yl)piperidine-3-carboxylic acid N1=CN=C(C2=C1C1=C(O2)C=CC=C1)N1CC(CCC1)C(=O)O